ClC1=CC=C(CN2CC(=CC(=C2)C2=CC=C(C=C2)Cl)O)C=C1 1-(4-chlorobenzyl)-5-(4-chlorophenyl)-3-hydroxypyridin